C(C)O[C@@H]1C[C@H](C1)NC1=NN2C(C=N1)=C(C=C2)C2=CC=1C(=NC=CN1)N=C2 N-(trans-3-ethoxycyclobutyl)-5-(pyrido[2,3-b]pyrazin-7-yl)pyrrolo[2,1-f][1,2,4]triazin-2-amine